C1(=CC=CC=C1)C=CC=CC(=O)O.C1(=CC=CC=C1)CC(=O)NN phenylacetylhydrazine 5-phenyl-2,4-pentadienoate